C1(CC1)C1=NC=NC(=C1C1=NC(=CC(=N1)C(=O)O)SC)OC 2-(4-cyclopropyl-6-methoxy-pyrimidin-5-yl)-6-methylsulfanyl-pyrimidine-4-carboxylic acid